ClC=1C=C(NC2(CCC3([C@@H](CC4=CC(=C(C=C34)C)C)C[C@H](CO)C)CC2)C(=O)OC)C=CC1 methyl (1r,2'R,4R)-4-(3-chloroanilino)-2'-[(2R)-3-hydroxy-2-methylpropyl]-5',6'-dimethyl-2',3'-dihydrospiro[cyclohexane-1,1'-indene]-4-carboxylate